(S)-2-(4,4-dimethyl-1,4-azasilinan-1-yl)-4-((2-hydroxyethyl)sulfonamido)-N-(2-oxo-1-(3-(trifluoromethyl)pyrrolidin-1-yl)-1,2-dihydropyridin-3-yl)benzamide C[Si]1(CCN(CC1)C1=C(C(=O)NC=2C(N(C=CC2)N2C[C@H](CC2)C(F)(F)F)=O)C=CC(=C1)NS(=O)(=O)CCO)C